trans-(1r,4r)-4-isopropylcyclohexane-1-carboxylic acid C(C)(C)[C@@H]1CC[C@H](CC1)C(=O)O